ethylene-bis-oleamide C(CCCCCCCCC\C=C/CCCCCCCC(=O)N)CCCCCCCC\C=C/CCCCCCCC(=O)N